4-(difluoromethyl)-N-[4-fluoro-2-[(3S)-3,4-dimethylpiperazin-1-yl]-5-[2-[(2R)-2-methylmorpholin-4-yl]pyrimidin-5-yl]phenyl]-6-oxo-1H-pyridine-3-carboxamide FC(C=1C(=CNC(C1)=O)C(=O)NC1=C(C=C(C(=C1)C=1C=NC(=NC1)N1C[C@H](OCC1)C)F)N1C[C@@H](N(CC1)C)C)F